C(C1=CC=CC=C1)N1N=CC(=C(C1=O)Cl)C1=C(C(=CC=C1N1N=NC(=C1)C(F)(F)F)Cl)F 2-benzyl-4-chloro-5-(3-chloro-2-fluoro-6-(4-(trifluoromethyl)-1H-1,2,3-triazole-1-yl)phenyl)pyridazin-3(2H)-one